2-(3-(1-(2-chloro-4-(trifluoromethyl)phenyl)pyrrolidin-3-yl)-2-fluorophenyl)acetic acid ClC1=C(C=CC(=C1)C(F)(F)F)N1CC(CC1)C=1C(=C(C=CC1)CC(=O)O)F